(R)-2-(4-cyclopropyl-6-methoxypyrimidin-5-yl)-4-(1-(4-(1-ethyl-4-(trifluoromethyl)-1H-imidazol-2-yl)phenyl)ethyl)pyrazolo[1,5-a]pyrimidin-5(4H)-one C1(CC1)C1=NC=NC(=C1C1=NN2C(N(C(C=C2)=O)[C@H](C)C2=CC=C(C=C2)C=2N(C=C(N2)C(F)(F)F)CC)=C1)OC